octafluoroPentanol CC(C(C(C(O)(F)F)(F)F)(F)F)(F)F